dimercaptothiadiazole dithiophosphate P(=S)(S)(O)O.SC1=C(N=NS1)S